Ethyl 3-[1-(4-chlorobutyl)-4-methyl-1H-benzotriazol-5-yl]-3-{3-[(6-hydroxy-2,2-dioxo-2H-1,2λ6,3-benzoxathiazin-3(4H)-yl)methyl]-4-methoxyphenyl}propanoate ClCCCCN1N=NC2=C1C=CC(=C2C)C(CC(=O)OCC)C2=CC(=C(C=C2)OC)CN2S(OC1=C(C2)C=C(C=C1)O)(=O)=O